CC(C)N1CCN(CC1)S(=O)(=O)C1=CC=C(C=O)C=C1 4-([4-(propan-2-yl)piperazin-1-yl]sulfonyl)benzaldehyde